C1(C=CC=C1)[Zr]C=1C(C=2CCCCC2C1C)C (cyclopentadienyl)(1,3-dimethyl-4,5,6,7-tetrahydroindenyl)zirconium